zirconium tetrabutanolate C(CCC)[O-].C(CCC)[O-].C(CCC)[O-].C(CCC)[O-].[Zr+4]